The molecule is a member of the class of glycerophosphoglycerols obtained by formal condensation of the carboxy group of oleic acid with one of the primary hydroxy groups of (S,S)-glycero-1-phospho-1'-glycerol It derives from an oleic acid. It is a conjugate acid of a (S,S)-3-oleoylglycero-1-phospho-1'-glycerol(1-). CCCCCCCC/C=C\\CCCCCCCC(=O)OC[C@@H](COP(=O)(O)OC[C@H](CO)O)O